C(C)(C)(C)OC(=O)N1C(CCCC1)C1=NC=CC(=N1)NCCF (4-(2-fluoroethylamino)pyrimidin-2-yl)piperidine-1-carboxylic acid tert-butyl ester